The molecule is an octasaccharide derivative that is gamma-cyclodextrin in which all eight primary hydroxy groups are replaced by 2-(carboxyethyl)sulfanyl groups. Used (as the octasodium salt) for reversal of neuromuscular blockade induced by rocuronium and vecuronium in adults undergoing surgery. It has a role as a neuromuscular agent. It is an octasaccharide derivative and an organic sulfide. It derives from a gamma-cyclodextrin. It is a conjugate acid of a sugammadex(8-). C(CSC[C@@H]1[C@@H]2[C@@H]([C@H]([C@H](O1)O[C@@H]3[C@H](O[C@@H]([C@@H]([C@H]3O)O)O[C@@H]4[C@H](O[C@@H]([C@@H]([C@H]4O)O)O[C@@H]5[C@H](O[C@@H]([C@@H]([C@H]5O)O)O[C@@H]6[C@H](O[C@@H]([C@@H]([C@H]6O)O)O[C@@H]7[C@H](O[C@@H]([C@@H]([C@H]7O)O)O[C@@H]8[C@H](O[C@@H]([C@@H]([C@H]8O)O)O[C@@H]9[C@H](O[C@H](O2)[C@@H]([C@H]9O)O)CSCCC(=O)O)CSCCC(=O)O)CSCCC(=O)O)CSCCC(=O)O)CSCCC(=O)O)CSCCC(=O)O)CSCCC(=O)O)O)O)C(=O)O